N-(3-methoxyphenyl)quinolin-4-amine COC=1C=C(C=CC1)NC1=CC=NC2=CC=CC=C12